C(C1=CC=CC=C1)OCC1=NN(C(N1CC)=O)C1=NC(=C(C(=O)NC2=C(C=CC=C2F)Cl)C=C1F)N[C@H](C(F)(F)F)C (S)-6-(3-((Benzyloxy)methyl)-4-ethyl-5-oxo-4,5-dihydro-1H-1,2,4-triazol-1-yl)-N-(2-chloro-6-fluorophenyl)-5-fluoro-2-((1,1,1-trifluoropropan-2-yl)amino)nicotinamide